C(C)(C)(C)OC(NC1(CC1)CN1CCC(CC1)N1N=CC(=C1C)C=1C=C(C=2N(C1)N=CC2C#N)OC)=O N-[1-[[4-[4-(3-cyano-4-methoxy-pyrazolo[1,5-a]pyridin-6-yl)-5-methyl-pyrazol-1-yl]-1-piperidinyl]methyl]cyclopropyl]carbamic acid tert-butyl ester